NC1=CC2=C(N(N=C2C(=C1C(C1=C(C=CC(=C1)F)Cl)=O)C#N)C)\C=C\OCC (E)-5-amino-6-(2-chloro-5-fluorobenzoyl)-3-(2-ethoxyvinyl)-2-methyl-2H-indazole-7-carbonitrile